(E)-N-(4-fluorophenyl)-4-((2-isonicotinoyl-hydrazono)methyl)benzamide FC1=CC=C(C=C1)NC(C1=CC=C(C=C1)/C=N/NC(C1=CC=NC=C1)=O)=O